ClC=1C=C(N)C=CC1C1=NC=CC=N1 3-chloro-4-(pyrimidin-2-yl)aniline